2-(2-((5-(3-(aminomethyl)phenyl)-7-(4-((4-methylpiperazin-1-yl)methyl)phenyl)benzofuran-3-yl)methoxy)phenyl)acetic acid NCC=1C=C(C=CC1)C=1C=C(C2=C(C(=CO2)COC2=C(C=CC=C2)CC(=O)O)C1)C1=CC=C(C=C1)CN1CCN(CC1)C